C(C)(CC)OC1=C(C=C(C=C1)C)N1/C(/SCC1=O)=N/C(OCC(C1=CC=C(C=C1)C1=NN(C=N1)C1=CC=C(C=C1)OC(F)(F)F)F)=O 2-Fluoro-2-(4-(1-(4-(trifluoromethoxy)phenyl)-1H-1,2,4-triazol-3-yl)phenyl)ethyl (Z)-(3-(2-(sec-butoxy)-5-methylphenyl)-4-oxothiazolidin-2-ylidene)carbamate